N12CCC(C(CC1)CC2)OC(NC(C)(C)C=2N=C(SC2)C2=CC=C(C=C2)OCCOC)=O (2-(2-(4-(2-methoxyethoxy)phenyl)thiazol-4-yl)propan-2-yl)carbamic acid 1-azabicyclo[3.2.2]non-4-yl ester